CC1=NC(=CC(=N1)CC1CN(CCC1)CC1=C(N=C(S1)NC(C)=O)F)C N-(5-((3-((2,6-dimethylpyrimidin-4-yl)methyl)piperidin-1-yl)methyl)-4-fluorothiazol-2-yl)acetamide